3-t-pentyl-2,6-toluenediamine C(C)(C)(CC)C1=C(C(C)=C(C=C1)N)N